ClC1=C(C=CC(=C1)CN(C1=NC=CC(=N1)C#N)CC(C)(C)C)C1=CC=C(C=C1)N1CCN(CC1)C 2-(((2-chloro-4'-(4-methylpiperazin-1-yl)-[1,1'-biphenyl]-4-yl)methyl)(neopentyl)amino)pyrimidine-4-carbonitrile